((3-hydroxypropyl)azanediyl)bis(hexane-6,1-diyl) bis(4,4-bis(((Z)-non-2-en-1-yl)oxy)butanoate) C(\C=C/CCCCCC)OC(CCC(=O)OCCCCCCN(CCCCCCOC(CCC(OC\C=C/CCCCCC)OC\C=C/CCCCCC)=O)CCCO)OC\C=C/CCCCCC